1,5-dibutyl-4,5-dihydro-1H-1,2,4-triazole C(CCC)N1N=CNC1CCCC